1-(3-((R)-1-((6-bromo-2-methyl-8,9-dihydro-7H-cyclopenta[H]quinazolin-4-yl)amino)ethyl)-2-fluorophenyl)-1,1-difluoropropan-2-ol BrC=1C=C2C(=NC(=NC2=C2C1CCC2)C)N[C@H](C)C=2C(=C(C=CC2)C(C(C)O)(F)F)F